3-(4-((S)-2-((S)-3,3-difluorocyclohexyl)-2-(3-ethylisoxazole-4-carboxamido)acetamido)phenyl)-2,4-dimethylpyridine 1-oxide FC1(C[C@H](CCC1)[C@@H](C(=O)NC1=CC=C(C=C1)C=1C(=[N+](C=CC1C)[O-])C)NC(=O)C=1C(=NOC1)CC)F